C1(=CC=CC=C1)C1=CC=C(C=C1)S(=O)(=O)C1=CC=C(C=C1)C1=CC=CC=C1 4-phenylphenylsulfone